tert-Butyl 1-[(prop-2-en-1-yloxy)carbonyl]-L-prolyl-L-leucinate C(C=C)OC(=O)N1[C@@H](CCC1)C(=O)N[C@@H](CC(C)C)C(=O)OC(C)(C)C